FC(C(F)(F)C(C(=O)OCCOCCCCCCCC)=C)CC(F)(F)F ethylene glycol monooctyl ether hexafluorobutyl-acrylate